CC1=NC(=NC(=C1)C)C1=CC=C(C=C1)NNC(=O)N=N (4-(4,6-dimethylpyrimidin-2-yl)phenyl)carbazone